C(CCCCCCCC)(=O)N[C@@H](CC1=CC=C(C=C1)O)C(=O)O N-nonanoyl-Tyrosine